OC1=C2C(C=CC(C2=CC=C1)=O)=O 5-hydroxy-1,4-naphthoquinone